[C@H]12CCC#CCC[C@@H]2C1COC(N)=O carbamic acid (1R,8S,9S)-bicyclo[6.1.0]non-4-yn-9-ylmethyl ester